2,9-bis(2-methoxyphenyl)-4,7-diphenyl-1,10-phenanthroline COC1=C(C=CC=C1)C1=NC2=C3N=C(C=C(C3=CC=C2C(=C1)C1=CC=CC=C1)C1=CC=CC=C1)C1=C(C=CC=C1)OC